sarcosinic acid sodium salt [Na+].N(C)CC(=O)[O-]